2,6-dichloro-4-[[(2S)-1,4-dioxan-2-yl]-difluoro-methyl]pyridine ClC1=NC(=CC(=C1)C(F)(F)[C@H]1OCCOC1)Cl